BrC1=C(C=C(C=C1COC)COC)C(\C=C\C1=CC=CC=C1)=O 1-(2-bromo-3,5-dimethoxymethylphenyl)-3-phenyl-(2E)-2-propen-1-one